2,2-dimethyl-malonic acid CC(C(=O)O)(C(=O)O)C